FC1(CC1)C(=O)N[C@H](C(=O)N1[C@H](C[C@H](C1)O)C(=O)N[C@@H](C)C1=CC=C(C=C1)C1=C(N=CS1)C)C(C)(S)C (2R,4R)-1-[(2R)-2-[(1-fluorocyclopropanecarbonyl)amino]-3-methyl-3-sulfanyl-butyryl]-4-hydroxy-N-[(1S)-1-[4-(4-methylthiazol-5-yl)phenyl]ethyl]pyrrolidine-2-carboxamide